OC1CC(CCC1)NC1=CC(=NC(=N1)C=1C=NC=CC1)N1CC2(CC1)CC(CCC2)C(=O)NC 2-(6-((3-hydroxycyclohexyl)amino)-2-(pyridin-3-yl)pyrimidin-4-yl)-N-methyl-2-azaspiro[4.5]decane-7-carboxamide